3-(2-(1-hydroxy-2-methylpropyl)-4-iodo-1H-imidazol-1-yl)-bicyclo[1.1.1]pentan OC(C(C)C)C=1N(C=C(N1)I)C12CC(C1)C2